O[C@@H]1C[C@H](N(C1)C(C(C(C)C)C1=CC(=NO1)OC)=O)C=1NC=C(N1)C(=O)N([C@@H](C)C1=CC=C(C=C1)C1=C(N=CS1)C)C 2-[(2S,4R)-4-hydroxy-1-[2-(3-methoxy-1,2-oxazol-5-yl)-3-methylbutyryl]pyrrolidin-2-yl]-N-methyl-N-[(1S)-1-[4-(4-methyl-1,3-thiazol-5-yl)phenyl]ethyl]-1H-imidazole-4-carboxamide